ClC=1C=C2C(=NC(=NC2=C(C1C1=CC(=CC2=CC=C(C(=C12)C#C)F)O)F)OC[C@]12CCCN2C[C@@H](C1)F)N1CCOCCC1 (M)-4-(6-chloro-8-fluoro-2-(((2R,7aS)-2-fluorotetrahydro-1H-pyrrolizin-7a(5H)-yl)methoxy)-4-(1,4-oxazepan-4-yl)quinazolin-7-yl)-5-ethynyl-6-fluoronaphthalen-2-ol